C(C)[C@]1(C(OCC=2C(N3CC=4C(=NC=5C=CC=CC5C4CC)C3=CC21)=O)=O)N[C@@H](CC(N)=O)C(=O)N2[C@@H](CCC2)C(=O)N[C@@H](C(C)C)C(=O)O.ClC=2N=NC(=CC2N2CCOCC2)Cl 4-(3,6-dichloropyridazin-4-yl)morpholine (4S)-4,11-Diethyl-3,14-dioxo-3,4,12,14-tetrahydro-1H-pyrano[3',4':6,7]indolizino[1,2-b]quinolin-4-yl-L-asparaginyl-L-prolyl-L-valinate